FC=1C=C2C(NN=C(C2=CC1F)[C@@H](C)N(C(C1=CC(=C(C(=C1)F)C(F)F)F)=O)C)=O (R)-N-(1-(6,7-difluoro-4-oxo-3,4-dihydrophthalazin-1-yl)ethyl)-4-(difluoromethyl)-3,5-difluoro-N-methylbenzamide